C(OC(CC(C)(OOC(C)(C)C)C)C)(OC(CC(C)(OOC(C)(C)C)C)C)=O bis[1,3-dimethyl-3-(tert-butyl peroxy) butyl] carbonate